(S)-N-(2-(5-((4-(2-(3-hydroxypyrrolidin-1-yl)-6-methylpyrimidin-4-yl)piperazin-1-yl)sulfonyl)indoline-1-carbonyl)phenyl)-N-methylmethanesulfonamide O[C@@H]1CN(CC1)C1=NC(=CC(=N1)N1CCN(CC1)S(=O)(=O)C=1C=C2CCN(C2=CC1)C(=O)C1=C(C=CC=C1)N(S(=O)(=O)C)C)C